5,6-dichloro-1-(1-(2-methylbenzyl)piperidin-4-yl)-3-(2-morpholinoethyl)-1,3-dihydro-2H-benzo[d]imidazol-2-one ClC1=CC2=C(N(C(N2CCN2CCOCC2)=O)C2CCN(CC2)CC2=C(C=CC=C2)C)C=C1Cl